C1(CC1)C=1C(=CC(=NC1)N=C(C1=CC=CC=C1)C1=CC=CC=C1)C1=NN(C=C1)C N-[5-cyclopropyl-4-(1-methylpyrazol-3-yl)-2-pyridyl]-1,1-diphenyl-methanimine